Br[B] bromo-boron